(5-(4-(5-oxo-2-azaspiro[3.4]oct-7-ylmethyl)piperazin-1-yl)-3-methyl-2-oxo-2,3-dihydro-1H-benzo[d]imidazol-1-yl)piperidine-2,6-dione O=C1C2(CNC2)CC(C1)CN1CCN(CC1)C1=CC2=C(N(C(N2C)=O)N2C(CCCC2=O)=O)C=C1